S1[As](SCC1)C1=CC=C(C=C1)N(C(=O)C1CN(CC1)CC1=CC=CC=C1)CC1=CC=CC=C1 N-(4-(1,3,2-dithiarsolan-2-yl)phenyl)-N,1-dibenzylpyrrolidine-3-carboxamide